C(=CC)N1CC(CCC1)C=1C=CC(=C2C=NC=NC12)C1=CC=C(C(=O)NC2=NC=CC=C2)C=C1 4-(8-(1-propenylpiperidin-3-yl)quinazolin-5-yl)-N-(pyridin-2-yl)benzamide